C(C)(=O)O[C@@H]1[C@H](O[C@@H]([C@H]([C@@H]1OC(C)=O)OC(C)=O)CCP(=O)(OCC)OCC)OC1=CC(=C(C=C1)N)O (2R,3S,4S,5R,6R)-2-(4-amino-3-hydroxyphenoxy)-6-(2-(diethoxyphosphoryl)ethyl)tetrahydro-2H-pyran-3,4,5-triyl triacetate